C(C1=CC=CC=C1)NC1=NOC2=C(C1=O)C=CC=C2 3-(benzylamino)-4H-benzo[e][1,2]oxazine-4-one